C[N-]C N,N-dimethyl-amide